3-(6-bromo-5-chloro-1H-1,3-benzodiazol-2-yl)-N,N-bis(propan-2-yl)propenamide 3-[benzoyl-(cyclohexyl)amino]-1-phenylbutyl-benzoate C(C1=CC=CC=C1)(=O)N(C(CC(C1=CC=CC=C1)OC(C1=CC=CC=C1)=O)C)C1CCCCC1.BrC=1C(=CC2=C(NC(=N2)C=CC(=O)N(C(C)C)C(C)C)C1)Cl